1-[(2r,4r)-2-methyltetrahydro-2H-pyran-4-yl]-2-(1,2,3-thiadiazol-4-ylmethyl)-8-(trifluoromethyl)-1H-imidazo[4,5-c]quinoline C[C@H]1OCC[C@H](C1)N1C(=NC=2C=NC=3C=CC(=CC3C21)C(F)(F)F)CC=2N=NSC2